C(C)(C)(C)C1=NOC(=N1)C(=O)NCC1=C(C=C(C=C1)B1OC(C(O1)(C)C)(C)C)C(F)F 3-(tert-Butyl)-N-(2-(difluoromethyl)-4-(4,4,5,5-tetramethyl-1,3,2-dioxaborolan-2-yl)benzyl)-1,2,4-oxadiazole-5-carboxamide